2,7-naphthyridine-3-amine C1=NC(=CC2=CC=NC=C12)N